FC(CN1C=NC2=C1C=C(C=C2)C=2C(=CN1N=C(N=C(C12)OC)N[C@@H]1[C@@H](CN(CC1)C1(COC1)[2H])F)F)F 5-(1-(2,2-difluoroethyl)-1H-benzo[d]imidazol-6-yl)-6-fluoro-N-((3R,4S)-3-fluoro-1-(oxetan-3-yl-3-d)piperidin-4-yl)-4-methoxypyrrolo[2,1-f][1,2,4]triazin-2-amine